ClC=1C=C(C(=NC1N1C(CCC1)(C)C)C)C=1NC=2C=CN=C(C2C(C1)=O)C(=O)N 2-[5-chloro-6-(2,2-dimethylpyrrolidin-1-yl)-2-methyl-3-pyridyl]-4-oxo-1H-1,6-naphthyridine-5-carboxamide